2-(pyridin-3-ylamino)pyrimidine-5-carboxylate N1=CC(=CC=C1)NC1=NC=C(C=N1)C(=O)[O-]